C(C1=CC=CC=C1)OC(=O)N[C@@H](C(=O)OC)C1OC1 methyl (2R)-2-(((benzyloxy)carbonyl)amino)-2-(oxiran-2-yl)acetate